C(C=C)(=O)N1CC2(C1)CCC(CC2)NC(=O)NC2=CC=C(C=C2)C2=CC1=C(N=CN=C1N1CCOCC1)N2 1-(2-acryloyl-2-azaspiro[3.5]nonan-7-yl)-3-(4-(4-morpholino-7H-pyrrolo[2,3-d]pyrimidin-6-yl)phenyl)urea